O=C1C(=CNC=C1)C#N 4-oxo-1,4-dihydropyridine-3-carbonitrile